IC=1N=C2C=C(C=NC2=CC1)C=1C=NN(C1)CCN(C(OC(C)(C)C)=O)C tert-butyl (2-(4-(6-iodo-1,5-naphthyridin-3-yl)-1H-pyrazol-1-yl)ethyl)(methyl)carbamate